BrC1=C(C(=C(C=C1)C(=C(C#N)C#N)O)F)F 2-[(4-Bromo-2,3-difluoro-phenyl)-hydroxy-methylene]malononitrile